C(C=C)N1N(C2=NC(=NC=C2C1=O)NC1=CC=C(C=C1)OCC1CC1)C1=NC(=CC=C1)OC1CCNCC1 2-allyl-6-((4-(cyclopropylmethoxy)phenyl)amino)-1-(6-(piperidin-4-yloxy)pyridin-2-yl)-1,2-dihydro-3H-pyrazolo[3,4-d]pyrimidin-3-one